(S)-(6,7-dichloro-1-methyl-1,3,4,5-tetrahydro-2H-pyrido[4,3-b]indol-2-yl)(5-(2-hydroxyethoxy)pyrimidin-2-yl)methanone ClC1=C(C=CC=2C3=C(NC12)CCN([C@H]3C)C(=O)C3=NC=C(C=N3)OCCO)Cl